3-(4-chlorophenyl)-5-methylrhodanine ClC1=CC=C(C=C1)N1C(SC(C1=O)C)=S